C(C)(C)(C)OC(=O)N1[C@@H](CN([C@H]2CCCC[C@H]12)C(=O)OC(C)(C)C)CCOC(=O)OC(C)(C)C (2R,4aS,8aS)-2-(2-((tert-butoxycarbonyl)oxy)ethyl)octahydroquinoxaline-1,4-dicarboxylic acid di-tert-butyl ester